(1S,3S)-N1-(5-chloro-2-ethoxybenzyl)cyclopentane-1,3-diamine ClC=1C=CC(=C(CN[C@@H]2C[C@H](CC2)N)C1)OCC